bis(3-aminophenyl)fluorene NC=1C=C(C=CC1)C1=C(C=2CC3=CC=CC=C3C2C=C1)C1=CC(=CC=C1)N